iron-sodium [Na].[Fe]